[6-(5-cyclopropyl-4H-1,2,4-triazol-3-yl)-2-azaspiro[3.3]heptan-2-yl]-[3-[4-[5-(methylamino)-1,3,4-thiadiazol-2-yl]phenyl]azetidin-1-yl]methanone C1(CC1)C=1NC(=NN1)C1CC2(CN(C2)C(=O)N2CC(C2)C2=CC=C(C=C2)C=2SC(=NN2)NC)C1